(3-bromocyclobutoxy)(tert-butyl)dimethylsilane BrC1CC(C1)O[Si](C)(C)C(C)(C)C